N1C=CC(C2=CN=CC=C12)=O 1H-1,6-naphthyridin-4-one